C(#N)C1(CCN(CC1)C(=O)NC=1SC(=C(N1)C1=CC(=CC=C1)C#N)C1=CC(=NC(=C1)C)C)C(C)(C)O 4-Cyano-N-[4-(3-cyanophenyl)-5-(2,6-dimethyl-4-pyridyl)thiazol-2-yl]-4-(1-hydroxy-1-methyl-ethyl)piperidin-1-carboxamid